ClC1=NC=C(C(=C1)C1=C(C=NC(=C1)C)C(=O)NC=1SC(=NN1)C(NCC)=O)OC 2'-chloro-N-[5-(ethylcarbamoyl)-1,3,4-thiadiazol-2-yl]-5'-methoxy-6-methyl-[4,4'-bipyridine]-3-carboxamide